N-(5-(4-(4-acryloylpiperazin-1-yl)-2-hydroxyquinazoline-6-yl)-2-methoxypyridine-3-yl)-2,4-difluorobenzenesulfonamide C(C=C)(=O)N1CCN(CC1)C1=NC(=NC2=CC=C(C=C12)C=1C=C(C(=NC1)OC)NS(=O)(=O)C1=C(C=C(C=C1)F)F)O